C(C)(C)(C)OC(=O)N([C@@H]1CN(CC1)C(=O)OCC1=CC=CC=C1)C1CC(C1)O benzyl (3S)-3-[tert-butoxycarbonyl-(3-hydroxycyclobutyl)amino]pyrrolidine-1-carboxylate